Methyl-4-((2-Amino-9-((2R,3S,4S,5R)-4-fluoro-3-hydroxy-5-(hydroxymethyl)tetrahydrofuran-2-yl)-6,8-dioxo-1,6,8,9-tetrahydro-7H-purin-7-yl)methyl)benzoat COC(C1=CC=C(C=C1)CN1C(N(C=2N=C(NC(C12)=O)N)[C@@H]1O[C@@H]([C@H]([C@H]1O)F)CO)=O)=O